BrCC1=C(N=C(S1)C)C 5-(bromomethyl)-2,4-dimethylthiazole